CC(C)(C=C)S(=O)(=O)N1C(CCCC1)C=1NC(=CN1)C1=CC=C(C=C1)C 1-((2-Methylbut-3-en-2-yl)sulfonyl)-2-(5-(p-tolyl)-1H-imidazol-2-yl)piperidine